2-(2,5-dimethylpyrrol-1-yl)-6-(hydroxymethyl)-3-methyl-benzimidazole-4-carbonitrile CC=1N(C(=CC1)C)C=1N(C2=C(N1)C=C(C=C2C#N)CO)C